N=1N=CN2C1C(=CC=C2)N2N=C(NC2=O)C2CN(CCC2)CCC2CCCCC2 2-([1,2,4]triazolo[4,3-a]pyridin-8-yl)-5-(1-(2-cyclohexylethyl)piperidin-3-yl)-2,4-dihydro-3H-1,2,4-triazol-3-one